C1(CCCC1)N1C(C(N(CC1)CC=1SC(=NN1)N1C[C@H](CC1)F)=O)=O (S)-1-cyclopentyl-4-((5-(3-fluoropyrrolidin-1-yl)-1,3,4-thiadiazol-2-yl)methyl)piperazine-2,3-dione